O1CCN(CC1)CC=1C(=CNC1)C=1C(N=C2C=CC(=CC12)N1CSCC1)=O 3-((4-(morpholinomethyl)-1H-pyrrol-3-yl)2-oxoindol-5-yl)thiazolidin